FC(C1=NC(=NC(=N1)C(F)F)N1[C@H](C=2NC3=CC=C(C=C3C2CC1)Cl)C[C@H]1COCC1)F (1S)-2-[4,6-bis(difluoromethyl)-1,3,5-triazin-2-yl]-6-chloro-1-{[(3R)-oxolan-3-yl]methyl}-2,3,4,9-tetrahydro-1H-pyrido[3,4-b]indole